N1N=NC(=C1)N [1,2,3]Triazole-4-amine